(2R,4S)-1-(tert-butoxycarbonyl)-4-(3-chloro-4-fluorobenzyl)pyrrolidine-2-carboxylic acid C(C)(C)(C)OC(=O)N1[C@H](C[C@@H](C1)CC1=CC(=C(C=C1)F)Cl)C(=O)O